C(C)OCCN(CC[C@@H](C(=O)O)NC(C1=C(C=C(C=C1)F)C(F)(F)F)=O)CCCCC1=NC=2NCCCC2C=C1 (S)-4-((2-ethoxyethyl)(4-(5,6,7,8-tetrahydro-1,8-naphthyridin-2-yl)butyl)amino)-2-(4-fluoro-2-(trifluoromethyl)benzamido)butanoic acid